10,10-bis(4-cyanatophenyl)anthracene O(C#N)C1=CC=C(C=C1)C1(C=2C=CC=CC2CC2=CC=CC=C12)C1=CC=C(C=C1)OC#N